[Cl-].N1=C(C=CC=C1)C1=NC=CC=C1.[Os+4].[Cl-].[Cl-].[Cl-] osmium (bipyridine) chloride